CN(C(OC(C)(C)C)=O)[C@@H](CNCC1=NN(C=C1)C)C tert-butyl (R)-methyl(1-(((1-methyl-1H-pyrazol-3-yl)methyl)amino)propan-2-yl)carbamate